1-(4-(2-(3-(dimethylamino)propyl)-6-(4-quinolyl)-2H-indazol-3-yl)piperidin-1-yl)-2-propen-1-one CN(CCCN1N=C2C=C(C=CC2=C1C1CCN(CC1)C(C=C)=O)C1=CC=NC2=CC=CC=C12)C